ClC1=NC2=CC=CC=C2C(=N1)N(C)C1=C(C=CC=C1)F 2-chloro-N-(2-fluorophenyl)-N-methylquinazolin-4-amine